ClC1=C(C(=O)NC2=C(C=CC(=C2)F)F)C=CC=C1 2-chloro-N-(2,5-difluorophenyl)benzamide